FC=1C=C2C=C(N(C2=CC1F)C)C(=O)N1C[C@H](NCC1)C (R)-(5,6-difluoro-1-methyl-1H-indol-2-yl)(3-methylpiperazin-1-yl)methanone